[Sb].[Al].[Zn] zinc aluminum antimony